N-(3-(2-(2-(3-aminopropoxy)ethoxy)ethoxy)propyl)-2-(2-formylphenoxy)acetamide NCCCOCCOCCOCCCNC(COC1=C(C=CC=C1)C=O)=O